N-(1,3-benzodioxol-4-ylmethyl)-1-[2-(4-propyl-1-piperidinyl)-4-pyridinyl]methanamine O1COC2=C1C=CC=C2CNCC2=CC(=NC=C2)N2CCC(CC2)CCC